2,5,8,11,14,17,20,23,27,30,33-undecaoxo-9-(p-tolylmethyl)spiro[1,4,7,10,13,16,19,22,26,29,32-undecazabicyclo[32.3.0]heptatriacontane-31,1'-cyclopentane]-25-carboxamide O=C1N2CCCC2C(NC2(CCCC2)C(NCC(NC(CC(NCC(NCC(NCC(NCC(NC(C(NCC(NC1)=O)=O)CC1=CC=C(C=C1)C)=O)=O)=O)=O)=O)C(=O)N)=O)=O)=O